C1(CCCC1)NC1=NC(=NC=C1/C=C/C(=O)OC)SC methyl (E)-3-[4-(cyclopentylamino)-2-methylsulfanyl-pyrimidin-5-yl]prop-2-enoate